4-[5-(3,5-dichlorophenyl)-5-(trifluoromethyl)-4,5-dihydro-1,2-oxazol-3-yl]-2-methyl-N-(1-oxothiabut-3-yl)benzamide nickel distearate C(CCCCCCCCCCCCCCCCC)(=O)[O-].C(CCCCCCCCCCCCCCCCC)(=O)[O-].[Ni+2].ClC=1C=C(C=C(C1)Cl)C1(CC(=NO1)C1=CC(=C(C(=O)NC(CS=O)C)C=C1)C)C(F)(F)F